N-[4-(2-methyl-3-pyridinyl)thiazol-2-yl]-4-morpholino-benzamide CC1=NC=CC=C1C=1N=C(SC1)NC(C1=CC=C(C=C1)N1CCOCC1)=O